ClC=1C=C(C=CC1C=1N(C2=NC=NC(=C2N1)OC1(CC1)C)CC1=CC(=CC=C1)Cl)/C=C/C(=O)O (E)-3-(3-Chloro-4-(9-(3-chlorobenzyl)-6-(1-methylcyclopropoxy)-9H-purin-8-yl)phenyl)acrylic acid